1-(4-morpholinophenyl)-2-(dimethylamino)-2-(4-methylbenzyl)-1-butanone O1CCN(CC1)C1=CC=C(C=C1)C(C(CC)(CC1=CC=C(C=C1)C)N(C)C)=O